[Au](Cl)(Cl)Cl.C(C)N1C=NC(=C1C1=CC=C(C=C1)OC)C1=CC=C(C=C1)OC 3-ethyl-4,5-bis(4-methoxyphenyl)imidazole gold chloride